C(C)[C@@H]1N2C(=NC=3C=C(C=C(OC1)C32)C(=O)N)NC(=O)C3=C(C(=NN3CC)C)F (S)-3-Ethyl-2-(1-ethyl-4-fluoro-3-methyl-1H-pyrazole-5-carboxamido)-3,4-dihydro-5-oxa-1,2a-diazaacenaphthylene-7-carboxamide